BrC=1C(=NN(C1)C1OCCCC1)CO (4-bromo-1-(tetrahydro-2H-pyran-2-yl)-1H-pyrazol-3-yl)methanol